2,6-dimethyl-6-(4-methyl-3-pentenyl)bicyclohept-2-ene ethyl-P-(4-(5-(chlorodifluoromethyl)-1,2,4-oxadiazol-3-yl)-2-fluorobenzyl)-N-(4-chlorophenyl)phosphonamidate C(C)OP(=O)(NC1=CC=C(C=C1)Cl)CC1=C(C=C(C=C1)C1=NOC(=N1)C(F)(F)Cl)F.CC=1C(CC(CCC1)(CCC=C(C)C)C)C1CCCCCC1